C(C)(C)(C)OC(=O)N1CC(OCC1)C 2-methylmorpholine-4-carboxylic acid tert-butyl ester